7-[(2S,4R)-2-(6-keto-1-methyl-3-pyridyl)tetrahydropyran-4-yl]-2,3-dimethyl-9-[3-(trifluoromethyl)-1-bicyclo[1.1.1]pentanyl]pyrimido[1,2-b]pyridazin-4-one O=C1C=CC(=CN1C)[C@H]1OCC[C@H](C1)C=1C=C(C=2N(N1)C(C(=C(N2)C)C)=O)C21CC(C2)(C1)C(F)(F)F